3-[4-[(6,7-dimethoxy-4-quinolyl)oxy]-3-ethyl-2-methyl-phenyl]-4-hydroxy-1-[5-(trifluoromethyl)-3-pyridyl]imidazolidin-2-one COC=1C=C2C(=CC=NC2=CC1OC)OC1=C(C(=C(C=C1)N1C(N(CC1O)C=1C=NC=C(C1)C(F)(F)F)=O)C)CC